OC1=CC=C(C=C1)\C=C\C(CC(\C=C\C1=CC=C(C=C1)O)=O)=O (1E,6E)-1,7-bis(4-hydroxyphenyl)hepta-1,6-diene-3,5-dione